C(C)(C)(C)OC(=O)N1C2CN(C(C1)C2)C=2C=C1CCN(C(C1=CC2)=O)C[C@@H](CN2CC1=CC=CC=C1CC2)O 5-[2-[(2R)-3-(3,4-dihydro-1H-isoquinolin-2-yl)-2-hydroxy-propyl]-1-oxo-3,4-dihydroisoquinolin-6-yl]-2,5-diazabicyclo[2.2.1]heptane-2-carboxylic acid tert-butyl ester